OC(COC=1C=C2CCC3=C(N=C(S3)NC(CC3=CC=C(OC4=NC=CC=C4C(=O)N)C=C3)=O)C2=CC1)(C)C (4-(2-((7-(2-hydroxy-2-methylpropyloxy)-4,5-dihydronaphtho[1,2-d]thiazol-2-yl)amino)-2-oxoethyl)phenoxy)pyridine-3-carboxamide